3,5-bis(3,5-di-tert-butyl-4-hydroxy-hydroxybenzyl)phenol C(C)(C)(C)C=1C=C(C(C=2C=C(C=C(C2)C(C2=CC(=C(C(=C2)C(C)(C)C)O)C(C)(C)C)O)O)O)C=C(C1O)C(C)(C)C